NC1=CC(=C2C(CCCC(CC[C@](C3=NN=C(C1=N2)O3)(C(F)(F)F)O)(F)F)=O)C(F)(F)F (6S)-17-amino-9,9-difluoro-6-hydroxy-6,15-bis(trifluoromethyl)-19-oxa-3,4,18-triazatricyclo[12.3.1.12,5]nonadeca-1(18),2,4,14,16-pentaen-13-one